(3R)-N-(2-{imidazo[1,2-a]pyridin-3-yl}propan-2-yl)pyrrolidine-3-carboxamide TFA salt OC(=O)C(F)(F)F.N=1C=C(N2C1C=CC=C2)C(C)(C)NC(=O)[C@H]2CNCC2